tert-Butyl 4-[(1,3-Dioxoisoindolin-2-yl)methyl]-2-azabicyclo[2.2.1]heptane-2-carboxylate O=C1N(C(C2=CC=CC=C12)=O)CC12CN(C(CC1)C2)C(=O)OC(C)(C)C